(R)-6-chloro-3-((1-(2-cyano-7-methyl-3-(4-(1-methyl-1H-pyrazole-4-carbonyl)piperazin-1-yl)quinoxalin-5-yl)ethyl)amino)picolinic acid ClC1=CC=C(C(=N1)C(=O)O)N[C@H](C)C1=C2N=C(C(=NC2=CC(=C1)C)C#N)N1CCN(CC1)C(=O)C=1C=NN(C1)C